4-[6-(1-Amino-1-methyl-ethyl)pyrazolo[1,5-a]pyridin-3-yl]-2-(difluoromethoxy)-N-[(1R,2S)-2-fluorocyclopropyl]-6-methoxy-benzamide NC(C)(C)C=1C=CC=2N(C1)N=CC2C2=CC(=C(C(=O)N[C@H]1[C@H](C1)F)C(=C2)OC)OC(F)F